Bis(3-triethoxysilylpropyl)-amin C(C)O[Si](CCCNCCC[Si](OCC)(OCC)OCC)(OCC)OCC